S=C(NCCOC)NCCCNC(NCCOC)=S 6,12-dithioxo-2,16-dioxa-5,7,11,13-tetraazaheptadecane